1,3-dimethacryloxy-2-hydroxypropane C(C(=C)C)(=O)OCC(COC(C(=C)C)=O)O